dipyrrolidinylmethylvinylsilane N1(CCCC1)C(N1CCCC1)C=C[SiH3]